2-[3-bromo-1-(oxan-4-ylmethyl)-5-oxo-1,2,4-triazol-4-yl]propanoic acid BrC1=NN(C(N1C(C(=O)O)C)=O)CC1CCOCC1